4-((2-(2-((6-Chlorohexyl)oxy)ethoxy)ethyl)carbamoyl)-2,3,5-trifluoro-6-(1,2,2,4,8,10,10,11-octamethyl-1,2,10,11-tetrahydropyrano[3,2-g:5,6-g']diquinolin-13-ium-6-yl)benzoate ClCCCCCCOCCOCCNC(=O)C1=C(C(=C(C(=O)[O-])C(=C1F)C1=C2C=C3C(=CC(N(C3=CC2=[O+]C2=C1C=C1C(=CC(N(C1=C2)C)(C)C)C)C)(C)C)C)F)F